nickel zinc-iron [Fe].[Zn].[Ni]